6-(4-chlorobenzyl)-N-methyl-9-(4-nitrophenyl)-7,10-dioxo-2,6,9-triazaspiro[4.5]decane-2-carboxamide ClC1=CC=C(CN2C3(CCN(C3)C(=O)NC)C(N(CC2=O)C2=CC=C(C=C2)[N+](=O)[O-])=O)C=C1